COC(=O)C1(CCC1)C1=C(C=NC2=CC(=C(C=C12)Br)F)[N+](=O)[O-] 1-(6-Bromo-7-fluoro-3-nitroquinolin-4-yl)cyclobutane-1-carboxylic acid methyl ester